[Mn](=O)([O-])[O-].[Y+3].[Mn](=O)([O-])[O-].[Mn](=O)([O-])[O-].[Y+3] yttrium manganite